3,5-dimethyl-3-hexyl methacrylate C(C(=C)C)(=O)OC(CC)(CC(C)C)C